N=1C=C(N2C1CCCC2)C(=O)N2CC1=C(CC2)C(=CS1)C(=O)NC1=CC(=CC=C1)C(F)(F)F 6-(5,6,7,8-tetrahydroimidazo[1,2-a]pyridine-3-carbonyl)-N-(3-(trifluoro-methyl)phenyl)-4,5,6,7-tetrahydrothieno[2,3-c]pyridine-3-carboxamide